FC1=C(C=C2CN(C(C2=C1)=O)C1C(NC(CC1)=O)=O)N1CCN(CC1)CC1CCN(CC1)C1=C(C=C(C=C1)C1C(COC2=CC(=CC=C12)O)C=1C=C(C=CC1)C)F 3-(6-fluoro-5-(4-((1-(2-fluoro-4-(7-hydroxy-3-(m-tolyl)chroman-4-yl)phenyl)piperidin-4-yl)methyl)piperazin-1-yl)-1-oxoisoindolin-2-yl)piperidine-2,6-dione